tert-butyl 4-carbamothioylcyclohexanecarboxylate C(N)(=S)C1CCC(CC1)C(=O)OC(C)(C)C